Methyl (S)-3-((S)-2-((tert-butoxycarbonyl)amino)pent-4-enamido)-3-(2'-methyl-6'-(pent-4-en-1-yloxy)-[1,1'-biphenyl]-3-yl)propanoate C(C)(C)(C)OC(=O)N[C@H](C(=O)N[C@@H](CC(=O)OC)C=1C=C(C=CC1)C1=C(C=CC=C1OCCCC=C)C)CC=C